1-(2,6-dichlorophenyl)-4-((4-(1-ethyl-1H-1,2,4-triazol-5-yl)phenyl)amino)-1H-pyrazole-3-carboxamide ClC1=C(C(=CC=C1)Cl)N1N=C(C(=C1)NC1=CC=C(C=C1)C1=NC=NN1CC)C(=O)N